N-[(2R)-1,4-Dioxan-2-ylmethyl]-8-methyl-2-(pyrimidin-5-ylmethyl)-4,5-dihydro-2H-furo[2,3-g]indazol-7-carboxamid O1[C@@H](COCC1)CNC(=O)C1=C(C2=C(CCC3=CN(N=C23)CC=2C=NC=NC2)O1)C